6-Cyclopropoxy-N-(imidazo[1,2-b]pyridazin-3-yl)-2-((1r,4r)-4-(iodomethyl)cyclohexyl)-2H-indazole-5-carboxamide C1(CC1)OC=1C(=CC2=CN(N=C2C1)C1CCC(CC1)CI)C(=O)NC1=CN=C2N1N=CC=C2